5-((1-(6-((R)-3-(2-hydroxypropan-2-yl)pyrrolidin-1-yl)pyrimidin-4-yl)-1H-indazol-6-yl)oxy)-5,6,7,8-tetrahydronaphthalene-1-carbonitrile OC(C)(C)[C@H]1CN(CC1)C1=CC(=NC=N1)N1N=CC2=CC=C(C=C12)OC1C=2C=CC=C(C2CCC1)C#N